BrC=1C(=CC=2N(C1)C=CN2)F 6-bromo-7-fluoro-imidazo[1,2-a]pyridine